3-methyl-5-phenoxyisobenzofuran-1(3H)-one CC1OC(C2=CC=C(C=C12)OC1=CC=CC=C1)=O